(R)-2-((4-(dimethylamino)phenyl)amino)-2-oxo-1-phenylethyl 3-amino-6-(1-(piperidin-4-yl)-1H-pyrazol-4-yl)pyrazine-2-carboxylate hydrochloride Cl.NC=1C(=NC(=CN1)C=1C=NN(C1)C1CCNCC1)C(=O)O[C@@H](C(=O)NC1=CC=C(C=C1)N(C)C)C1=CC=CC=C1